C1(=CC=CC=C1)S(=O)(=O)C1=C(C(=NC(=C1)N1N=C(C=C1)OCCC1(CC1)C(F)(F)F)N1C(C[C@@H](C1)C)(C)C)C(=O)N (benzenesulfonyl)-6-[3-[2-[1-(trifluoromethyl)cyclopropyl]ethoxy]pyrazol-1-yl]-2-[(4s)-2,2,4-trimethylpyrrolidin-1-yl]pyridine-3-carboxamide